(2R)-2-cyclopropyl-2-{(1R,3S,5S)-3-[(3S,4R)-1-(5-fluoropyrimidin-2-yl)-3-methoxypiperidin-4-yl]-8-azabicyclo[3.2.1]oct-8-yl}acetamide Sodium Arsenite [As]([O-])([O-])[O-].[Na+].C1(CC1)[C@H](C(=O)N)N1[C@H]2CC(C[C@@H]1CC2)[C@@H]2[C@@H](CN(CC2)C2=NC=C(C=N2)F)OC.[Na+].[Na+]